7-[(3aR,4R,6R,6aR)-6-[(1S)-5-chloro-1,3-dihydroisobenzofuran-1-yl]-2,2-dimethyl-3a,4,6,6a-tetrahydrofuro[3,4-d][1,3]dioxol-4-yl]pyrrolo[2,3-d]pyrimidin-4-amine ClC=1C=C2CO[C@@H](C2=CC1)[C@H]1O[C@H]([C@H]2[C@@H]1OC(O2)(C)C)N2C=CC1=C2N=CN=C1N